(R)-5-(4-((1-(4-(dimethylamino)-1-piperidinyl)-3-(methylseleno)-1-oxo-2-propanyl)amino)-6-pyrido[3,2-d]pyrimidinyl)-2-methoxynicotinonitrile CN(C1CCN(CC1)C([C@H](C[Se]C)NC=1C2=C(N=CN1)C=CC(=N2)C=2C=NC(=C(C#N)C2)OC)=O)C